NC1=CC(=C(C=C1)N1CCC(CC1)(O)CC(=O)OC(C)(C)C)C(F)(F)F tert-butyl 2-[1-[4-amino-2-(trifluoromethyl)phenyl]-4-hydroxy-4-piperidyl]acetate